C(CCC)C1N(S(C2=C(N(C1)C1=CC=CC=C1)C=C(C(=C2)OCC2(CC2)C(=O)O)SC)(=O)=O)C 1-(((3-Butyl-2-methyl-7-(methylthio)-1,1-dioxido-5-phenyl-2,3,4,5-tetrahydro-1,2,5-benzothiadiazepin-8-yl)oxy)methyl)cyclopropane-1-carboxylic acid